4-((2-(2-((R)-3-(4-amino-3-(4-phenoxyphenyl)-1H-pyrazolo[3,4-d]pyrimidin-1-yl)piperidin-1-yl)ethoxy)ethyl)thio)-2-(2,6-dioxopiperidin-3-yl)isoindoline-1,3-dione NC1=C2C(=NC=N1)N(N=C2C2=CC=C(C=C2)OC2=CC=CC=C2)[C@H]2CN(CCC2)CCOCCSC2=C1C(N(C(C1=CC=C2)=O)C2C(NC(CC2)=O)=O)=O